FC(OC=1C(=NC=C(C1)F)N)F 3-(difluoromethoxy)-5-fluoropyridin-2-amine